C(C)(C)(C)C1=NC=2C(=NC(=CC2)C(F)(F)F)N1C1=CC2=C(NCO2)C=C1 6-[2-tert-Butyl-5-(trifluoromethyl)imidazo[4,5-b]pyridin-3-yl]-3H-1,3-benzoxazol